Octyldodecyllauroylglutamate C(CCCCCCC)[C@](N(C(CCCCCCCCCCC)=O)CCCCCCCCCCCC)(CCC(=O)[O-])C(=O)[O-]